2-(1-ethoxyethenyl)-4-fluoro-3-(trifluoromethyl)aniline C(C)OC(=C)C1=C(N)C=CC(=C1C(F)(F)F)F